bis(ethylmethylamino)iodoborane Benzyl-4-oxo-3,4-dihydropyridine-1(2H)-carboxylate C(C1=CC=CC=C1)OC(=O)N1CCC(C=C1)=O.C(C)N(C)B(I)N(CC)C